tert-butyl 4-hydroxy-4-[5-methyl-2-(sulfanylmethyl)phenyl]piperidine-1-carboxylate OC1(CCN(CC1)C(=O)OC(C)(C)C)C1=C(C=CC(=C1)C)CS